ClC1=C(C#N)C=CC(=C1)N1CC2(CC1)CCN(CC2)C(C2=CC(=C(C=C2)N2CCN(CC2)CC2CCN(CC2)C=2C=C1C(N(C(C1=CC2)=O)C2C(NC(CC2)=O)=O)=O)F)=O 2-chloro-4-(8-(4-(4-((1-(2-(2,6-dioxopiperidin-3-yl)-1,3-dioxoisoindolin-5-yl)piperidin-4-yl)methyl)piperazin-1-yl)-3-fluorobenzoyl)-2,8-diazaspiro[4.5]decan-2-yl)benzonitrile